2-(4-(7-isopropyl-6-(8-methyl-[1,2,4]triazolo[1,5-a]pyridin-6-yl)-5H-pyrrolo[3,2-d]pyrimidin-2-yl)piperidin-1-yl)-N,N-dimethylacetamide C(C)(C)C1=C(NC2=C1N=C(N=C2)C2CCN(CC2)CC(=O)N(C)C)C=2C=C(C=1N(C2)N=CN1)C